1,5-dimethylpyrazole-3-carboxaldehyde CN1N=C(C=C1C)C=O